[Ti].COC(C=COCCOCC1=CC=CC=C1)=O.C1(CCCCC1)C(C1=C(C=CC=C1)C(P)(C1CCCCC1)C1CCCCC1)(P)C1CCCCC1 1,2-bis(dicyclohexyl-phosphinomethyl)benzene methyl-3-(2-(benzyloxy)ethoxy)acrylate titanium